C(C)(C)(C)OC(=O)N1CCC(CC1)(O)CN1C=NC=2C(C1=O)=NN(C2C2=CC(=CC=C2)C#N)C 4-((3-(3-Cyanophenyl)-2-methyl-7-oxo-2,7-dihydro-6H-pyrazolo[4,3-d]pyrimidin-6-yl)methyl)-4-hydroxypiperidine-1-carboxylic acid tert-butyl ester